C1(=CC=CC=C1)C(=C[Si](OCC)(OCC)OCC)C1=CC=CC=C1 diphenylvinyltriethoxysilane